C1(=CC=CC=C1)C1=NNC(=N1)C1=C(N)C=CC=C1 2-(3-phenyl-1H-1,2,4-triazole-5-yl)aniline